argon lithium hydroxide [OH-].[Li+].[Ar]